3-(furan-2-yl)-3-oxopropionitrile O1C(=CC=C1)C(CC#N)=O